FC(OC1=CC=CC=2C(N([C@H]3C=4N([C@@H](C21)C3)C3=C(N4)C=CC(=C3)C#CCN3CC(CC3)(F)F)C([2H])([2H])[2H])=O)F (7R,14R)-1-(difluoromethoxy)-11-(3-(3,3-difluoropyrrolidin-1-yl)prop-1-yn-1-yl)-6-(methyl-d3)-6,7-dihydro-7,14-methanobenzo[f]benzo[4,5]imidazo[1,2-a][1,4]diazocin-5(14H)-one